COC1=C(C=C2C(=NC=NC2=C1)NC1=C(C=CC(=C1)C1=C(OC=C1)C)OC)OC1CN(C1)C(C=C)=O 1-(3-((7-methoxy-4-((2-methoxy-5-(2-methylfuran-3-yl)phenyl)amino)quinazolin-6-yl)oxy)azetidin-1-yl)prop-2-en-1-one